rac-tert-butyl (3R,5R)-3-((2-(2,6-dioxo-1-((2-(trimethylsilyl)ethoxy) methyl)piperidin-3-yl)-1-oxoisoindolin-5-yl)oxy)-5-hydroxypiperidine-1-carboxylate O=C1N(C(CC[C@H]1N1C(C2=CC=C(C=C2C1)O[C@H]1CN(C[C@@H](C1)O)C(=O)OC(C)(C)C)=O)=O)COCC[Si](C)(C)C |&1:6|